ClC1=NC=C(C(=N1)I)COCC#C 2-chloro-4-iodo-5-((prop-2-yn-1-yloxy)methyl)pyrimidine